(3-amino-4-methoxy-4-oxo-butyl)-6,7-dihydro-4H-pyrazolo[4,3-c]Pyridine-3,5-dicarboxylic acid 5-tert-butyl 3-ethyl ester C(C)OC(=O)C1=NNC2=C1C(N(CC2)C(=O)OC(C)(C)C)CCC(C(=O)OC)N